C1=CC2=CC3=NC(=CC4=C(C=C(N4)C=C5C=CC(=N5)C=C1N2)N=NC6=C7C=C8C=CC(=N8)C=C9C=CC(=CC1=NC(=CC(=C6)N7)C=C1)N9)C=C3 azoporphyrin